C(C)(C)NC(=O)N1[C@@H](CCC1)C1=NC(=NO1)CCCC1=CC=CC=C1 (S)-N-isopropyl-2-(3-(3-phenylpropyl)-1,2,4-oxadiazol-5-yl)pyrrolidine-1-carboxamide